tert-Butyl 5-(benzylthio)1-oxoisoindoline-2-carboxylate C(C1=CC=CC=C1)SC=1C=C2CN(C(C2=CC1)=O)C(=O)OC(C)(C)C